[4-(Cyclohex-1-en-1-ylmethyl)-2-thienyl][4-({(1R,3R,4S)-3-(hydroxymethyl)-4-[(triisopropylsilyl)oxy]cyclopentyl}amino)pyrimidin-5-yl]methanone C1(=CCCCC1)CC=1C=C(SC1)C(=O)C=1C(=NC=NC1)N[C@@H]1C[C@@H]([C@H](C1)O[Si](C(C)C)(C(C)C)C(C)C)CO